Cl[C@H]1N(N2C(N=CC3=C2C(CN3C(=O)O)(C(F)(F)F)C)=C1)C1=NC(=C(C(=C1)C)OC)O[C@@H]1CNCC1 (R)-2-chloro-N-(5-methoxy-4-methyl-6-(((S)-pyrrolidin-3-yl)oxy)pyridin-2-yl)-8-methyl-8-(trifluoromethyl)-7,8-dihydro-6H-pyrazolo[1,5-a]pyrrolo[2,3-e]pyrimidine-6-carboxylic acid